C(C1=CC=CC=C1)OC1=NC(=CC=C1N1C(N(C2=C1C=CC(=C2)N2CCC1(CNC1)CC2)C)=O)OCC2=CC=CC=C2 1-(2,6-bis(benzyloxy)pyridin-3-yl)-3-methyl-5-(2,7-diazaspiro[3.5]nonan-7-yl)-1H-benzo[d]imidazol-2(3H)-one